N-([2,3'-bipyridyl]-4-yl)-2-chloro-5-cyanobenzamide N1=C(C=C(C=C1)NC(C1=C(C=CC(=C1)C#N)Cl)=O)C=1C=NC=CC1